ClC1=C(C=CC=C1Cl)C1=NNC2=NC(=CN=C21)N2CC1C(C1CC2)(C2=CC=C(C=C2)F)CN (3-(3-(2,3-dichlorophenyl)-1H-pyrazolo[3,4-b]pyrazin-6-yl)-7-(4-fluorophenyl)-3-azabicyclo[4.1.0]heptan-7-yl)methanamine